5-bromo-N-[6-(3-methoxy-4-methyl-phenoxy)-3-pyridyl]pyrimidin-4-amine BrC=1C(=NC=NC1)NC=1C=NC(=CC1)OC1=CC(=C(C=C1)C)OC